C(\C(\C)=C/C(=O)[O-])(=O)[O-].C(C1=CC=CC=C1)C=1C(=C(C=CC1)[NH+](C)C)CC1=CC=CC=C1.C(C1=CC=CC=C1)C=1C(=C(C=CC1)[NH+](C)C)CC1=CC=CC=C1 dibenzyl-dimethyl-phenyl-ammonium citraconate